phosphorodiselenoate P([O-])([O-])(=[Se])[Se-]